FC1=C(C(=CC=C1)C)C=1CCC(CC1)CC(=O)OCC ethyl 2-(2'-fluoro-6'-methyl-2,3,4,5-tetrahydro-[1,1'-biphenyl]-4-yl)acetate